6-[3-ethylsulfonyl-5-(2-pyridyloxy)-2-pyridyl]-1-(2,2,3,3,3-pentafluoropropyl)-3,4-dihydro-1,7-naphthyridin-2-one C(C)S(=O)(=O)C=1C(=NC=C(C1)OC1=NC=CC=C1)C=1C=C2CCC(N(C2=CN1)CC(C(F)(F)F)(F)F)=O